[C@@H]12[C@H](C[C@@H](C=C1)N2C(=O)OC(C)(C)C)C(=O)OC 7-(tert-butyl) 2-methyl (1S,2S,4S)-7-azabicyclo[2.2.1]hept-5-ene-2,7-dicarboxylate